C(C)(C)C1=C(CNC(OC(C)(C)C)=O)C=CC(=C1)C1=C2C(=NC=C1)NC=C2 tert-butyl (2-isopropyl-4-(1H-pyrrolo[2,3-b]pyridin-4-yl)benzyl)carbamate